N4-(4-(bicyclo[1.1.1]pentan-1-ylamino)-7-((2-(trimethylsilyl)ethoxy)methyl)-7H-pyrrolo[2,3-d]pyrimidin-2-yl)-N1-(2-(dimethylamino)ethyl)-5-methoxy-N-methylbenzene-1,2,4-triamine C12(CC(C1)C2)NC=2C1=C(N=C(N2)NC=2C=C(C(=CC2OC)N(C)CCN(C)C)N)N(C=C1)COCC[Si](C)(C)C